BrCCCCCCCC\C=C/C\C=C/CCCCC 18-bromo-octadeca-6z,9z-diene